(R)-N-(3-(4-chlorophenyl)-1-(methylsulfonyl)pyrrolidin-3-yl)-4-(trifluoromethoxy)benzenesulfonamide ClC1=CC=C(C=C1)[C@]1(CN(CC1)S(=O)(=O)C)NS(=O)(=O)C1=CC=C(C=C1)OC(F)(F)F